tert-butyl (2,4'-bipyridine)-3-carboxylate N1=C(C(=CC=C1)C(=O)OC(C)(C)C)C1=CC=NC=C1